[Cl-].NC1=C[N+](=NO1)[C@@H](CN1C(C2=CC=CC=C2C1=O)=O)C1=CC=C(C=C1)C=1C(=NOC1C)C (R)-5-amino-3-(1-(4-(3,5-dimethylisoxazol-4-yl)phenyl)-2-(1,3-dioxoisoindolin-2-yl)ethyl)-1,2,3-oxadiazol-3-ium chloride